FC1=CC=C(C=C1)NC([C@H](C1=CC=CC=C1)C1=NC(=CN=C1N)C=1C=NN(C1)C1CN(C1)C(C)=O)=O (R)-2-((4-fluorophenyl)amino)-2-oxo-1-phenylethyl-6-(1-(1-acetylazetidin-3-yl)-1H-pyrazol-4-yl)-3-aminopyrazine